BrC1=C(C(=NC=C1)NC(OC(C)(C)C)=O)I tert-butyl N-(4-bromo-3-iodo-2-pyridyl)carbamate